(3-methyl-1H-indol-4-yl)methanamine CC1=CNC2=CC=CC(=C12)CN